C(C(CS)S)S 1,2,3-propanetrithiol